8-bromo-6-chloro-3,4-dihydronaphthalen-1(2H)-one BrC=1C=C(C=C2CCCC(C12)=O)Cl